3-bromothieno[2,3-c]pyridine-4-carbaldehyde BrC1=CSC=2C=NC=C(C21)C=O